C1(=CC=CC=C1)C(N1[C@@H]([C@H](C1)S(=O)(=O)C)C)C1=CC=CC=C1 (2R,3S)-1-diphenylmethyl-2-methyl-3-(methylsulfonyl)azetidine